2-chloro-6-hydroxyphenylboric acid ClC1=C(C(=CC=C1)O)OB(O)O